N,N-diphenyl-3-(1H-tetrazol-5-yl)piperazine-1-carboxamide C1(=CC=CC=C1)N(C(=O)N1CC(NCC1)C1=NN=NN1)C1=CC=CC=C1